N-((1-Hydroxycyclopropyl)methyl)-3-(((7-(pyridin-4-yl)-2,3-dihydrofuro[3,2-c]pyridin-4-yl)amino)methyl)benzamid OC1(CC1)CNC(C1=CC(=CC=C1)CNC1=NC=C(C2=C1CCO2)C2=CC=NC=C2)=O